CC1=CC2=C(C(N(CC23CC3)CC(=O)NC3=NC=CC=N3)=O)S1 2-(2'-Methyl-7'-oxo-5'H-spiro[cyclopropane-1,4'-thieno[2,3-c]pyridin]-6'(7'H)-yl)-N-(pyrimidin-2-yl)acetamide